N2-(3,3-difluorocyclopentyl)-N4-(6,7-dihydro-5H-cyclopenta[b]pyridin-6-yl)-6-(6-(trifluoromethyl)pyridin-2-yl)-1,3,5-triazine-2,4-diamine FC1(CC(CC1)NC1=NC(=NC(=N1)NC1CC=2C(=NC=CC2)C1)C1=NC(=CC=C1)C(F)(F)F)F